N-(1-((1s,3s)-3-ethoxycyclobutyl)-3-(4-fluoropyridin-2-yl)-1H-pyrazol-4-yl)-2-(1H-pyrazol-4-yl)thiazole-4-carboxamide formate C(=O)O.C(C)OC1CC(C1)N1N=C(C(=C1)NC(=O)C=1N=C(SC1)C=1C=NNC1)C1=NC=CC(=C1)F